FC1=CC=C2C=C(C=C(C2=C1F)C1=NC=C2C(=CC(=NC2=C1F)O)N1C[C@H]2CC[C@@H](C1)N2C(=O)OC(C)(C)C)OCOC Tert-butyl (1R,5S)-3-(7-(7,8-difluoro-3-(methoxymethoxy)naphthalen-1-yl)-8-fluoro-2-hydroxy-1,6-naphthyridin-4-yl)-3,8-diazabicyclo[3.2.1]octan-8-carboxylate